(1S,3R,4S)-N-((R)-1-cyano-2-((S)-2-oxopyrrolidin-3-yl)ethyl)-5,5-difluoro-2-(9-hydroxy-9H-fluorene-9-carbonyl)-2-azabicyclo[2.2.2]octane-3-carboxamide C(#N)[C@@H](C[C@H]1C(NCC1)=O)NC(=O)[C@@H]1N([C@@H]2CC([C@H]1CC2)(F)F)C(=O)C2(C1=CC=CC=C1C=1C=CC=CC21)O